1-cyclopentyl-3-methyl-8-(1-methyl-1H-indazol-5-yl)-7-(pyridin-4-yl)-3,6-dihydroimidazo[4,5-d]pyrrolo[2,3-b]pyridin-2(1H)-one C1(CCCC1)N1C(N(C=2C1=C1C(=NC2)NC(=C1C=1C=C2C=NN(C2=CC1)C)C1=CC=NC=C1)C)=O